5-(2-(2-(4-hydroxyphenyl)-5-methylpiperidin-1-yl)-2-oxoacetamido)nicotinamide OC1=CC=C(C=C1)C1N(CC(CC1)C)C(C(=O)NC=1C=NC=C(C(=O)N)C1)=O